4-{(S)-2-[2-(3-fluorophenyl)acetylamino]-2-[2-(thien-2-yl)thiazol-4-yl]Ethyl}phenylaminosulfonic acid FC=1C=C(C=CC1)CC(=O)N[C@@H](CC1=CC=C(C=C1)NS(=O)(=O)O)C=1N=C(SC1)C=1SC=CC1